(1S,3R)-3-amino-N-(4-iodo-5-methylpyridin-2-yl)cyclohexane-1-carboxamide N[C@H]1C[C@H](CCC1)C(=O)NC1=NC=C(C(=C1)I)C